3-((13S,15R)-3-fluoro-13-methyl-17-oxo-7,8,9,11,12,13,14,15,16,17-decahydro-6H-cyclopenta[a]phenanthren-15-yl)-N-(pyrazin-2-yl)propanamide FC=1C=CC=2C3CC[C@@]4(C(C[C@H](C4C3CCC2C1)CCC(=O)NC1=NC=CN=C1)=O)C